FC1(CNC1)C1=NN=C(O1)[C@@]12CN(C[C@]2(C1)C(F)(F)F)C1=C2C=CC=NC2=C(C=C1)C#N 5-((1S,5R)-1-(5-(3-fluoroazetidin-3-yl)-1,3,4-oxadiazol-2-yl)-5-(trifluoromethyl)-3-azabicyclo[3.1.0]hexane-3-yl)quinoline-8-carbonitrile